6-(5-cyanopyrazin-2-ylamino)-N-isopropyl-4-(piperidin-4-ylmethylamino)pyridazine-3-carboxamide C(#N)C=1N=CC(=NC1)NC1=CC(=C(N=N1)C(=O)NC(C)C)NCC1CCNCC1